3-(2'-tryptophanyl-ethyl)thiophene N[C@@H](CC1=CNC2=CC=CC=C12)C(=O)CCC1=CSC=C1